1,4-dibromostyrene BrC1(C=C)CC=C(C=C1)Br